4-(pentafluoro-lambda6-sulfanyl)benzamide FS(C1=CC=C(C(=O)N)C=C1)(F)(F)(F)F